S1C(=CC=C1)C=1C=CC=C2CCCC(C12)N1CCNCC1 4-(8-(thiophen-2-yl)-1,2,3,4-tetrahydronaphthalen-1-yl)piperazin